BrC1(CC(=NC=C1)C1=NC=CC=C1)Br 4,4-dibromobipyridyl